2-(BUTAN-2-YLSULFANYL)ACETIC ACID CC(CC)SCC(=O)O